5-(4-bromo-3,5-dimethylphenyl)-2-methyl-2H-1,2,3,4-tetrazole BrC1=C(C=C(C=C1C)C=1N=NN(N1)C)C